FC(C=CC1=C(C(=O)N)C=CC=C1)(C(O[Si](CC)(CC)CC)C1=CC=CC=C1)F 2-(3,3-difluoro-4-phenyl-4-((triethylsilyl)oxy)buten-1-yl)benzamide